C(C)(C)(C)N(C(O)=O)[C@H]1CN(CC[C@@H]2N(C1=O)[C@@H](CC2)C(N[C@@H]2CCOC1=CC=CC=C21)=O)C(C(C)(C)OC)=O.FC2=C(OC=1C=NC=NC1)C=CC(=C2)[N+](=O)[O-] 5-(2-fluoro-4-nitrophenoxy)pyrimidine tert-butyl-((5S,8S,10aR)-8-(((R)-chroman-4-yl)carbamoyl)-3-(2-methoxy-2-methylpropanoyl)-6-oxodecahydropyrrolo[1,2-a][1,5]diazocin-5-yl)carbamate